ClC1=CC2=C(N=C(O2)SCC=2C=C(C#N)C=CC2)C=C1 3-(((6-chlorobenzo[d]oxazol-2-yl)sulfanyl)methyl)benzonitrile